7-cyclopropyl-1-methyl-2-oxo-4-{4-[4-(trifluoromethyl)phenoxy]piperidin-1-yl}-1,2-dihydroquinoline-3-carbonitrile C1(CC1)C1=CC=C2C(=C(C(N(C2=C1)C)=O)C#N)N1CCC(CC1)OC1=CC=C(C=C1)C(F)(F)F